2-(2-bromo-1H-indol-3-yl)-N,N-diethylethan-1-amine BrC=1NC2=CC=CC=C2C1CCN(CC)CC